2-Methyl-6-methylen-7-octen-2-ol CC(C)(CCCC(C=C)=C)O